2-chloro-6-{7-fluoro-1-[(1s,3s)-3-methoxycyclohexyl]-1H-benzimidazol-5-yl}-9-(tetrahydro-2H-pyran-2-yl)-9H-purine ClC1=NC(=C2N=CN(C2=N1)C1OCCCC1)C1=CC2=C(N(C=N2)[C@@H]2C[C@H](CCC2)OC)C(=C1)F